FC(C(=O)O)(F)F.NC1=NN2C(N=CC=C2)=C1C(=O)NC(C)C=1C=C(C=2N(C1N1C[C@@H](C[C@@H](C1)O)O)C=NC2)Cl 2-Amino-N-(1-{8-chloro-5-[(3R,5S)-3,5-dihydroxypiperidin-1-yl]imidazo[1,5-a]pyridin-6-yl}ethyl)pyrazolo[1,5-a]pyrimidine-3-carboxamide trifluoroacetate salt